4-[(3S)-4-(2-{7,8-dimethyl-[1,2,4]triazolo[1,5-a]pyridin-6-yl}-3-(propan-2-yl)-1H-pyrrolo[3,2-b]pyridin-5-yl)-3-methylpiperazin-1-yl]-1λ6-thiane-1,1-dione CC1=C(C=2N(C=C1C1=C(C3=NC(=CC=C3N1)N1[C@H](CN(CC1)C1CCS(CC1)(=O)=O)C)C(C)C)N=CN2)C